tert-butyl (3-(2,2-difluoro-1-hydroxyethyl)-1-(6-(2-(difluoromethyl)-4,5-difluorophenyl)-4-(hydroxymethyl)pyridin-3-yl)piperidin-3-yl)carbamate FC(C(O)C1(CN(CCC1)C=1C=NC(=CC1CO)C1=C(C=C(C(=C1)F)F)C(F)F)NC(OC(C)(C)C)=O)F